β-hydroxyethyl tert-butyl peroxide C(C)(C)(C)OOCCO